O[C](F)O dihydroxyfluorocarbon